((4-chlorophenyl)sulfonyl)-3-(4-fluorophenyl)-4-phenyl-N-((R)-1-sulfamoylpropan-2-yl)-4,5-dihydro-1H-pyrazole-1-carboxamide ClC1=CC=C(C=C1)S(=O)(=O)C1(C(=NN(C1)C(=O)N[C@@H](CS(N)(=O)=O)C)C1=CC=C(C=C1)F)C1=CC=CC=C1